(R)-2-(((benzyloxy)carbonyl)amino)propionic acid C(C1=CC=CC=C1)OC(=O)N[C@@H](C(=O)O)C